FC(C(=O)O)(F)F.CC=1SC=C(N1)[C@H]1NOCC1 (3S)-3-(2-Methylthiazol-4-yl)isoxazolidine Trifluoroacetic Acid Salt